(2S)-2-ethynylmorpholin-4-ylcarboxylic acid tert-butyl ester C(C)(C)(C)OC(=O)N1C[C@@H](OCC1)C#C